Methyl-3-chloro-2-oxo-1-(4-phenyl-3,4-dihydro-2H-benzo[b][1,4]oxazin-6-yl)-1,2-dihydrothieno[2,3-b]pyrazine-7-carboxylate COC(=O)C1=CSC=2N=C(C(N(C21)C2=CC1=C(OCCN1C1=CC=CC=C1)C=C2)=O)Cl